FCC=1C=C(C=CC1CF)CC(=O)O 3,4-difluoromethyl-phenylacetic acid